4-chloro-N-(5-((4-ethylpiperazin-1-yl)methyl)pyridin-2-yl)-5-fluoropyrimidin-2-amine ClC1=NC(=NC=C1F)NC1=NC=C(C=C1)CN1CCN(CC1)CC